ClC=1C=C(C=CC1)/C=C/C(=O)OC1=C(C=C(C=C1OC)/C=N/C1=CC=C(C=C1)O)Cl (E)-2-chloro-4-((E)-(4-hydroxyphenylimino)methyl)-6-methoxyphenyl 3-(3-chlorophenyl)acrylate